C(C1=CC=CC=C1)OC(C(O)C1CC1)=O.ClC1=NC=C(C(=O)NC2=NN(C(=C2)C)C2CCC(CC2)(F)F)C(=C1)N1CCC2(CC2)CC1 6-chloro-N-(1-(4,4-difluorocyclohexyl)-5-methyl-1H-pyrazol-3-yl)-4-(6-azaspiro[2.5]octan-6-yl)nicotinamide Benzyl-2-cyclopropyl-2-hydroxyacetate